COC1=C(C=CC=C1)C1=C(C=NC(=C1)C)C(=O)NC=1S(C2=C(N1)CNC2)C(=O)[C@H]2COCC2 |r| (Racemic)-4-(2-methoxyphenyl)-6-methyl-N-[S-(oxolane-3-carbonyl)-4H,5H,6H-pyrrolo[3,4-d][1,3]thiazol-2-yl]pyridine-3-carboxamide